C(C)(=O)O[C@H]1[C@H](N(CC1=O)C(=O)OC(C)(C)C)CC1=CC=C(C=C1)OC tert-butyl (2R,3S)-3-(acetyloxy)-2-[(4-methoxyphenyl)methyl]-4-oxopyrrolidine-1-carboxylate